N[C@H]1CS(C2=C(N(C1=O)CC1=CC=C(C=C1)Cl)C=C(C=C2)C=2OC(=NN2)N2CC(OCC2)(C)C)(=O)=O (3R)-3-amino-5-[(4-chlorophenyl)methyl]-7-[5-(2,2-dimethylmorpholin-4-yl)-1,3,4-oxadiazol-2-yl]-1,1-dioxo-2,3-dihydro-1lambda6,5-benzothiazepin-4-one